4-((1-(3-(difluoromethyl)-2-fluorophenyl)ethyl)amino)-7-methoxy-2-methylquinazoline FC(C=1C(=C(C=CC1)C(C)NC1=NC(=NC2=CC(=CC=C12)OC)C)F)F